ClC1=CC=C(C=C1)[C@@H]1[C@H]([C@@](C=C(C1)C1=CC=CC=C1)(C1=CC=CC=C1)NS(=O)(=O)C1=CC=C(C=C1)C)C=O N-((1'S,2'R,3'S)-4''-chloro-2'-formyl-5'-phenyl-3',4'-dihydro-[1,1':3',1''-terphenyl]-1'(2'H)-yl)-4-methylbenzenesulfonamide